N[C@H]1CCC[C@H](C(NC=2C=CC=NC2C=2C=CN=C1C2)=O)C (10R,14S)-14-amino-10-methyl-3,8,16-triazatricyclo[13.3.1.02,7]nonadeca-1(19),2(7),3,5,15,17-hexaen-9-one